NC1=C(N=CC(=N1)N1CCC2(CC1)[C@@H](C1=C(SC(=C1)C(C)(C)C)C2)N)SC2=C(C(=NC=C2)N)Cl (S)-1'-(6-amino-5-((2-amino-3-chloropyridin-4-yl)thio)pyrazin-2-yl)-2-(tert-butyl)-4,6-dihydrospiro[cyclopenta[b]thiophene-5,4'-piperidin]-4-amine